1-(3-methylpyridin-2-yl)-3-(3-trifluoromethylphenyl)urea CC=1C(=NC=CC1)NC(=O)NC1=CC(=CC=C1)C(F)(F)F